N-(2,6-dibromopyridin-3-yl)-2,2,2-trifluoroacetamide BrC1=NC(=CC=C1NC(C(F)(F)F)=O)Br